CC(C(=O)NC1=CC(=CC(=C1)NC(C(C)(C)C)=O)NC(C(C)(C)C)=O)(C)C 1,3,5-tris(2,2-dimethylpropanamido)benzene